C(C)(C)(C)N(C(O)=O)CC=1OC(=NN1)C=1C(=NC=CC1)NC1=CC=C(C=C1)C(F)(F)F.FC1=C(CNC(=N)N)C=C(C=C1)[N+](=O)[O-] 1-(2-fluoro-5-nitrobenzyl)guanidine tert-butyl-N-[[5-[2-[4-(trifluoromethyl)anilino]-3-pyridyl]-1,3,4-oxadiazol-2-yl]methyl]carbamate